C(C)(=O)ON=C(C=CC1=CC=CC=C1)C1=C(C=CC=C1)OC 1-(2-methoxyphenyl)-3-phenylpropan-2-en-1-one O-acetyloxime